L-prolyl-L-leucinamide N1[C@@H](CCC1)C(=O)N[C@@H](CC(C)C)C(=O)N